C(=C)NC(CC)=O N-Vinyl-Methyl-Acetamide